(3-hydroxybenzyl)-4-(1-(cyclopropanecarbonyl)indolin-5-yl)-5-methylthiazole-2-carboxamide OC=1C=C(CNC(=O)C=2SC(=C(N2)C=2C=C3CCN(C3=CC2)C(=O)C2CC2)C)C=CC1